N[C@H](C(=O)N1[C@H]2C[C@H]2C[C@H]1C#N)C12CC3(C[C@@H](CC(C1)C3)C2)OCCOCCN2CCOCC2 (1S,3S,5S)-2-((2S)-2-amino-2-((1S,3R,5S)-3-(2-(2-morpholinoethoxy)ethoxy)adamantan-1-yl)acetyl)-2-azabicyclo[3.1.0]hexane-3-carbonitrile